COC=1C=C(C=CC1OC(CC1=C(C(=CC=C1)OC)[O-])CS(=O)(=O)O)CCCS(=O)(=O)[O-] 3-[3-methoxy-4-[1-(3-methoxy-2-oxidophenyl)-3-sulfopropan-2-yl]oxyphenyl]propane-1-sulfonate